N,N-dimethyl-4-methylenehex-5-en-1-amine CN(CCCC(C=C)=C)C